N-(2-oxo-2,3-dihydro-1H-benzo[d]imidazol-4-yl)propaneamide O=C1NC2=C(N1)C=CC=C2NC(CC)=O